BrC=1C2=C(C(N(C1)C)=O)NC(=C2C(=O)OCC2=CC=CC=C2)C benzyl 4-bromo-2,6-dimethyl-7-oxo-6,7-dihydro-1H-pyrrolo[2,3-c]pyridine-3-carboxylate